bromo-4-[(4-methoxyphenyl)methoxy]-2-methyl-7H-pyrazolo[3,4-H]quinazoline BrC1=C2C(=NC(=NC2=C2C(=C1)NN=C2)C)OCC2=CC=C(C=C2)OC